C1(CCCC1)C1=C(C(=O)N)C=CC(=C1)N1C=CC=2C1=NC(=CN2)C2CC2 2-cyclopentyl-4-(3-cyclopropylpyrrolo[2,3-b]pyrazin-5-yl)benzamide